C1(=CC=C(C=C1)C=1N=NN(N1)CCC[Si](OCC)(OCC)OCC)C 5-(p-tolyl)-2-[3-(triethoxysilyl)propyl]-2H-tetrazole